C12COCC(CC1)N2C2=C1C=C(NC1=NC=N2)C2=CC=C(C=C2)NC(=O)C2CCN(CC2)C2CCNCC2 N-(p-{4-(3-oxa-8-azabicyclo[3.2.1]oct-8-yl)-1H-1,5,7-triazainden-2-yl}phenyl)-[1,4'-bipiperidyl]-4-carboxamide